ethyl (S)-2-(2-((6-bromo-4-((methylsulfonyl)methyl)pyridin-2-yl)amino)butoxy)acetate BrC1=CC(=CC(=N1)N[C@H](COCC(=O)OCC)CC)CS(=O)(=O)C